ethyl 5-bromo-4-methylnicotinate BrC=1C=NC=C(C(=O)OCC)C1C